C(C)(=O)N[C@@H]1[C@H]([C@H]([C@H](C1)C(=O)N[C@@H](C12CCC(CC1)(C2)F)C2=C(C(=CC=C2F)Cl)F)O)O (1S,2S,3R,4S)-4-acetamido-N-((S)-(3-chloro-2,6-difluorophenyl)(4-fluoro-bicyclo[2.2.1]hept-1-yl)methyl)-2,3-dihydroxycyclopentane-1-carboxamide